BrC=1C=C(NC2(CCC3(C(N(C4=CC=CC=C34)C)C)CC2)C(=O)O)C=CC1 (1r,4r)-4-(3-bromoanilino)-1',2'-dimethyl-1',2'-dihydrospiro[cyclohexane-1,3'-indole]-4-carboxylic acid